BrC1=CC=C2C(=CNC2=C1)CC(=O)O 2-(6-bromo-1H-indol-3-yl)acetic acid